(1R)-1-(3-fluorophenyl)ethanol FC=1C=C(C=CC1)[C@@H](C)O